3-((2-amino-3-(4-(benzyloxy)phenyl)pyridin-4-yl)oxylphenyl)-4-(dimethylamino)but-2-enamide NC1=NC=CC(=C1C1=CC=C(C=C1)OCC1=CC=CC=C1)OC1=C(C=CC=C1)C(=CC(=O)N)CN(C)C